O=C1NC(CCC1N1C(C2=CC=C(C=C2C1=O)NCCOCCOCCOCCOCC=O)=O)=O 14-((2-(2,6-dioxopiperidin-3-yl)-1,3-dioxoisoindolin-5-yl)amino)-3,6,9,12-tetraoxatetradecanal